3-(5-(4-benzhydryl-3,3-dimethylpiperazine-1-carbonyl)-6-fluoro-1-oxoisoindolin-2-yl)piperidine-2,6-dione C(C1=CC=CC=C1)(C1=CC=CC=C1)N1C(CN(CC1)C(=O)C=1C=C2CN(C(C2=CC1F)=O)C1C(NC(CC1)=O)=O)(C)C